ClC=1C=CC(=C(C1)N1CC(N(CC1=O)C(C(=O)NC=1C=CC(=NC1)C(=O)NC)CC1=CC=CC=C1)=O)N1N=NN=C1 5-(2-(4-(5-chloro-2-(1H-tetrazol-1-yl)phenyl)-2,5-dioxopiperazin-1-yl)-3-phenylpropanamido)-N-methylpicolinamide